(1R)-N-{[3-(4-{[(3S,4R)-3-fluoro-1-methylpiperidin-4-yl]amino}-1-(2,2,2-trifluoroethyl)-1H-indol-2-yl)-1,2,4-oxadiazol-5-yl]methyl}-2,2-dimethylcyclopropane-1-carboxamide F[C@H]1CN(CC[C@H]1NC1=C2C=C(N(C2=CC=C1)CC(F)(F)F)C1=NOC(=N1)CNC(=O)[C@H]1C(C1)(C)C)C